FC([C@@H](C1COC1)C=1C=CC(=NC1)N1N=CC(=C1)C1=C2C(=NC=C1)NC=N2)(F)F 7-(1-(5-((S)-2,2,2-trifluoro-1-(oxetan-3-yl)ethyl)pyridin-2-yl)-1H-pyrazol-4-yl)-3H-imidazo[4,5-b]pyridine